C[C@@]12C[C@H](N([C@H]2C1)C(CNC(CCCOC1=CC=CC=C1)=O)=O)C(=O)NC1(CC1)C1=NC2=C(C=NC=C2)N1C (1S,3S,5S)-5-methyl-N-(1-(3-methyl-3H-imidazo[4,5-c]pyridin-2-yl)cyclopropyl)-2-((4-phenoxybutanoyl)glycyl)-2-azabicyclo[3.1.0]hexane-3-carboxamide